BrC1=CC=2OCC[C@H]3N(C2N=C1Cl)CCNC3 (R)-3-bromo-2-chloro-6,7,7a,8,10,11-hexahydro-9H-pyrazino[1,2-d]pyrido[3,2-b][1,4]oxazepin